C(C)OC=1C=C(C=O)C=C(C1C)OCC 3,5-Diethoxy-4-methylbenzaldehyde